CN(/C=C/C(=O)C1=CC=C(C=C1)I)C (E)-3-(dimethylamino)-1-(4-iodophenyl)-2-propen-1-one